C(C)(C)N(C(C)=O)CC(=O)N(C=1C=C2C(=NC1)N=C(N2)C2=NNC=1C[C@@]3([C@H](CC21)C3)C)C 2-(N-Isopropylacetamido)-N-methyl-N-(2-((4aS,5aR)-5a-methyl-1,4,4a,5,5a,6-hexahydrocyclopropa[f]indazol-3-yl)-1H-imidazo[4,5-b]pyridin-6-yl)acetamide